COC[C@@H]1[C@H](CCCC1)C1=NC2=CC=C(C=C2C=C1)C=O 2-((1S,2s)-2-(methoxymethyl)cyclohexyl)quinoline-6-carbaldehyde